CC1=NNC(=C1C1=CC=C(NC([C@H]([C@@H]2CCC3=CC=C(C=C23)C2=NC(=NC=C2)N2[C@@H]3CO[C@H](C2)C3)NC(=O)C3(CC3)F)=O)C=C1)C N-[(1S)-2-[4-(3,5-dimethyl-1H-pyrazol-4-yl)anilino]-1-[(1R)-6-[2-[(1S,4S)-2-oxa-5-azabicyclo[2.2.1]heptan-5-yl]pyrimidin-4-yl]indan-1-yl]-2-oxo-ethyl]-1-fluoro-cyclopropanecarboxamide